5-fluoro-3-(2-(3-(3-trifluoromethylphenyl)-4-oxothiazolidin-2-ylidene)hydrazono)-1H-indol-2-one FC=1C=C2C(C(NC2=CC1)=O)=NN=C1SCC(N1C1=CC(=CC=C1)C(F)(F)F)=O